C(N)(=N)[Sn](C(N)=N)(Cl)Cl bis(amidino)tin (IV) dichloride